4-nitro-2-(4,4,5,5-tetramethyl-1,3,2-dioxaborolan-2-yl)benzaldehyde [N+](=O)([O-])C1=CC(=C(C=O)C=C1)B1OC(C(O1)(C)C)(C)C